Ethyl 6-(N-(3-(1-(cyclohexylmethyl)-5-methyl-1H-pyrazol-4-yl)-6-(8-(thiazolo[5,4-b]pyridin-2-ylcarbamoyl)-3,4-dihydroisoquinolin-2(1H)-yl)picolinoyl)sulfamoyl)hexanoate C1(CCCCC1)CN1N=CC(=C1C)C=1C(=NC(=CC1)N1CC2=C(C=CC=C2CC1)C(NC=1SC2=NC=CC=C2N1)=O)C(=O)NS(=O)(=O)CCCCCC(=O)OCC